CN(CCN(CCO)C)C Trimethylhydroxyethyl-ethylenediamine